7-bromo-2,2-dimethyl-2H-chromene BrC1=CC=C2C=CC(OC2=C1)(C)C